tetraglycidyl-meta-xylylenediamine C(C1CO1)N(CC1=CC(=CC=C1)CN(CC1CO1)CC1CO1)CC1CO1